N1=C(C=CC=C1CN(CC1=CC=CC(=N1)C(=O)O)CC1=CC=CC(=N1)C(=O)O)CN(CC1=CC=CC(=N1)C(=O)O)CC1=CC=CC(=N1)C(=O)O 6,6',6'',6'''-(((pyridine-2,6-diylbis(methylene))bis(azanetriyl))-tetrakis-(methylene))-tetrapicolinic acid